4-((4-bromo-2-carbamoyl-6-fluorophenyl)carbamoyl)-4-fluoropiperidine-1-carboxylic acid tert-butyl ester C(C)(C)(C)OC(=O)N1CCC(CC1)(F)C(NC1=C(C=C(C=C1F)Br)C(N)=O)=O